Cl.N[C@H](CC1=C(C2=C(N=C(N=C2NCC2=CC=CC=C2)Cl)N1C)F)C 6-[(2S)-2-aminopropyl]-N-benzyl-2-chloro-5-fluoro-7-methyl-7H-pyrrolo[2,3-d]pyrimidin-4-amine hydrochloride